3-[6-({4-[2-amino-6-(m-cyanophenyl)-4-pyrimidinyl]-5-methyl-1H-1,2,3-triazol-1-yl}methyl)-2-pyridinyl]-3-methylbutanoic acid NC1=NC(=CC(=N1)C=1N=NN(C1C)CC1=CC=CC(=N1)C(CC(=O)O)(C)C)C1=CC(=CC=C1)C#N